C(C)N1N=C2C(N(C(N(C2)C2CCN(CC2)C2=C(C=CC=C2C)F)=O)CC2=C(C=CC=C2)C(F)(F)F)=C1 2-ethyl-6-[1-(2-fluoro-6-methyl-phenyl)-piperidin-4-yl]-4-(2-trifluoromethyl-benzyl)-2,4,6,7-tetrahydro-pyrazolo[4,3-d]pyrimidin-5-one